CS(=O)(=O)OCCN1CCC(CC1)S(=O)(=O)C1=CC(=C(C=C1)NC=1N=CC2=C(N1)N(C(C21CC1)=O)C1CCCC1)C 2-[4-[4-[(7'-cyclopentyl-6'-oxo-spiro[cyclopropane-1,5'-pyrrolo[2,3-d]pyrimidine]-2'-yl)amino]-3-methyl-phenyl]sulfonyl-1-piperidyl]ethyl methanesulfonate